NC1=NC2=CC=C(C(=C2C=N1)F)C1=C(C(=NC=C1)NS(=O)(=O)C=1C(=NC=C(C1)Cl)OC)F N-[4-(2-amino-5-fluoroquinazolin-6-yl)-3-fluoropyridin-2-yl]-5-chloro-2-methoxypyridine-3-sulfonamide